C(C)(C)[C@@H]1N(C(OC1)=O)C([C@H](CCC=C)C)=O (S)-4-isopropyl-3-((S)-2-methyl-5-hexenoyl)oxazolidin-2-one